IC1=CC=C(C=C1)C=1N=NC(=NN1)C 3-(4-iodophenyl)-6-methyl-1,2,4,5-tetrazine